bis(2-aminopropyl)ether NC(COCC(C)N)C